FC(C(=O)[O-])CCCCCC.[Na+] sodium fluorocaprylate